C(C=C)(=O)NC=1C(=CC(=C(C1)NC1=NC=C(C(=N1)N1C(C(C2=NC(=CC=C21)C)(C)C)([2H])[2H])C(=O)OC(C)C)OC)N2CC(C2)N(C)C isopropyl 2-((5-acrylamido-4-(3-(dimethylamino)azetidin-1-yl)-2-methoxy-phenyl)amino)-4-(3,3,5-trimethyl-2,3-dihydro-1H-pyrrolo[3,2-b]pyridin-1-yl-2,2-d2)pyrimidine-5-carboxylate